C1(=C([N+](=O)[O-])C=C([N+](=O)[O-])C=C1[N+](=O)[O-])NC1=C([N+](=O)[O-])C=C([N+](=O)[O-])C=C1[N+](=O)[O-] Dipicrylamine